FC(C(=O)O)(F)F.FC1=C(C(=CC=C1)F)S(=O)(=O)NC=1C(=NC=C(C1)C=1C=C2C(=C(C=NC2=CC1)F)N1CCNCC1)OC 2,6-Difluoro-N-(5-(3-fluoro-4-(piperazin-1-yl)quinolin-6-yl)-2-methoxypyridin-3-yl)benzenesulfonamide trifluoroacetate